(2S,3S)-3-((2-chloroimidazo[5,1-f][1,2,4]triazin-4-yl)amino)bicyclo[2.2.2]octane-2-carboxylic acid ethyl ester C(C)OC(=O)[C@H]1C2CCC([C@@H]1NC1=NC(=NN3C1=CN=C3)Cl)CC2